(S)-5-(6-(1H-Pyrazol-5-yl)pyridazin-4-yl)-2-(1-cyclopropylethyl)-7-(methylsulfonyl)isoindolin-1-one Trifluoroacetate Salt FC(C(=O)O)(F)F.N1N=CC=C1C1=CC(=CN=N1)C=1C=C2CN(C(C2=C(C1)S(=O)(=O)C)=O)[C@@H](C)C1CC1